N1=C(N=CC=C1)C1C(C1)C(=O)O 2-pyrimidin-2-ylcyclopropanecarboxylic acid